O=C1C=C(NC(=C1)C(=O)O)C(=O)O 1,4-dihydro-4-oxo-2,6-pyridinedicarboxylic acid